2-methyl-N-(2-hydroxyethoxy)propionamide CC(C(=O)NOCCO)C